ClC=1C=C2C(=C(C=NC2=CC1OC)C#N)N1CCC(CC1)CCS(=O)(C)=N 6-chloro-4-(4-{2-[imino(methyl)oxo-λ6-sulfanyl]ethyl}piperidin-1-yl)-7-methoxyquinoline-3-carbonitrile